(4-methoxyphenyl)-N-(furan-2-ylmethyl)pyrazolo[1,5-a]pyrimidin-7-amine COC1=CC=C(C=C1)C1=NN2C(N=CC=C2NCC=2OC=CC2)=C1